NCC1(CCC(CC1)COC1=CC=C(C=C1)NC(=O)NCC=1C=C2CN(C(C2=CC1)=O)C1C(NC(CC1)=O)=O)C 1-(4-(((1r,4r)-4-(aminomethyl)-4-methylcyclohexyl)methoxy)phenyl)-3-((2-(2,6-dioxopiperidin-3-yl)-1-oxoisoindolin-5-yl)methyl)urea